hexamethylene adipate C1(CCCCC(=O)OCCCCCCO1)=O